ClC=1C(=NNC1)OCC1=C(C=C(C=C1)NC(CC1=C(C=CC=C1)Cl)=O)S(N)(=O)=O N-(4-(((4-chloro-1H-pyrazol-3-yl)oxy)methyl)-3-sulfamoylphenyl)-2-(2-chlorophenyl)acetamide